ClC1=C(C(=O)OC(C)(C)C)C=CC(=C1)NC(=O)C=1N(C(=CN1)C=1C(=NNC1)C(F)(F)F)C tert-butyl 2-chloro-4-(1-methyl-5-(3-(trifluoromethyl)-1H-pyrazol-4-yl)-1H-imidazole-2-carboxamido)benzoate